3-(4,4-difluorocyclohexyl)-1-(7-fluoro-3-(1-methyl-1H-pyrazol-3-yl)isoquinolin-8-yl)-N-methyl-5,6-dihydroimidazo[1,5-a]pyrazine-7(8H)-carboxamide FC1(CCC(CC1)C1=NC(=C2N1CCN(C2)C(=O)NC)C=2C(=CC=C1C=C(N=CC21)C2=NN(C=C2)C)F)F